2-(chloromethyl)-5-nitro-1H-1,3-benzodiazole ClCC1=NC2=C(N1)C=CC(=C2)[N+](=O)[O-]